CC1=C2CCCCC2=C(C=C1)C 5,8-dimethyl-1,2,3,4-tetrahydronaphthalene